methyl (1S,3S)-3-((6-(5-chloro-3-(((propylcarbamoyl)oxy)methyl)thiophen-2-yl)-2-methylpyridin-3-yl)oxy)cyclohexane-1-carboxylate ClC1=CC(=C(S1)C1=CC=C(C(=N1)C)O[C@@H]1C[C@H](CCC1)C(=O)OC)COC(NCCC)=O